FC(OC=1C=NC(=NC1)C(C(=O)O)(C)C)F 2-(5-(difluoromethoxy)pyrimidin-2-yl)-2-methylpropanoic acid